OCC(CO)N1C(C2=CC=CC=C2C1=O)=O 2-[2-hydroxy-1-(hydroxymethyl)ethyl]isoindoline-1,3-dione